CC=1C(=NC=C(C(=O)NCC2=CC=NC=C2)C1)N1CC=2C=C(C=NC2CC1)C(F)(F)F 5-methyl-N-(pyridin-4-ylmethyl)-6-(3-(trifluoromethyl)-7,8-dihydro-1,6-naphthyridin-6(5H)-yl)nicotinamide